(2R,3S,4S)-4-hydroxy-2-{[4-(1,3-oxazol-5-yl)phenyl]methyl}pyrrolidin-3-yl N-(2-{2-azabicyclo[2.1.1]hexan-4-yl}ethyl)carbamate C12NCC(C1)(C2)CCNC(O[C@H]2[C@H](NC[C@@H]2O)CC2=CC=C(C=C2)C2=CN=CO2)=O